FC1(CCN(CC1)C=1N=C(C=C2C=CC(=NC12)C)NC(C1=C(C=C(C=C1)I)N1CCC2(CC2)CC1)=O)F N-(8-(4,4-difluoropiperidin-1-yl)-2-methyl-1,7-Naphthyridin-6-yl)-4-iodo-2-(6-azaspiro[2.5]octane-6-yl)benzamide